2-chloro-10-(2-phenylindol-3-yl)-10H-phenothiazine ClC1=CC=2N(C3=CC=CC=C3SC2C=C1)C1=C(NC2=CC=CC=C12)C1=CC=CC=C1